ethyl-hydroxymethyl-triazole tert-butyl-7-(4-chloro-6-methyl-1-oxoisoindolin-2-yl)-2-azaspiro[3.5]nonane-2-carboxylate C(C)(C)(C)OC(=O)N1CC2(C1)CCC(CC2)N2C(C1=CC(=CC(=C1C2)Cl)C)=O.C(C)C2=C(N=NN2)CO